3-(isoquinolin-6-yl)urea C1=NC=CC2=CC(=CC=C12)NC(N)=O